β-methyl-2,6-dimethylstyrene CC=CC1=C(C=CC=C1C)C